FC1=C(C(=CC(=C1)C1=CC=C(C2=C1CC(O2)(C)C)OC)F)N2CC(C2)CC(=O)O {1-[2,6-difluoro-4-(7-methoxy-2,2-dimethyl-2,3-dihydrobenzofuran-4-yl)-phenyl]-azetidin-3-yl}-acetic acid